NC(C)(C)C=1N=C(C(=NC1)C1CC(C1)C1=NN2C(=NC=3C(=CC=CC3C2=N1)OC)N)C1CC1 2-((1r,3r)-3-(5-(2-aminopropan-2-yl)-3-cyclopropylpyrazin-2-yl)cyclobutyl)-7-methoxy-[1,2,4]triazolo[1,5-c]quinazolin-5-amine